C(C=C)(=O)OCCOC(C=C)=O ethylene bisacrylate